8-fluoro-2,3,4,5-tetrahydro-1H-benzofuro[3,2-c]azepine FC1=CC2=C(C=C1)C=1CNCCCC1O2